CN(C1=NC=C(C=N1)C=1C=C2C(=NC1)NC=C2C(=O)C=2C(=C(C(=CC2)F)NS(=O)(=O)CCC(F)(F)F)F)C N-(3-(5-(2-(dimethylamino)-pyrimidin-5-yl)-1H-pyrrolo[2,3-b]pyridine-3-carbonyl)-2,6-difluorophenyl)-3,3,3-trifluoro-propane-1-sulfonamide